COCCOC=1C=C(C=NC1)N1C[C@@H](CC1)C=1C=C(C(=O)NC2=CC(=CC=C2)C(F)(F)F)C=CC1C (S)-3-(1-(5-(2-methoxyethoxy)pyridin-3-yl)pyrrolidin-3-yl)-4-methyl-N-(3-(trifluoromethyl)phenyl)benzamide